P(=O)(OC[N+]1=C(C(=CC=C1)C1=CC(=NO1)CC=1C=NC(=CC1)OCC1=CC(=NC=C1)F)N)(O)[O-] (2-amino-3-(3-((6-((2-fluoropyridin-4-yl)methoxy)pyridin-3-yl)methyl)isoxazol-5-yl)pyridin-1-ium-1-yl)methyl hydrogen phosphate